4-(6-(4-acrylamido-2-methylphenyl)-4-aminopyrazolo[5,1-f][1,2,4]triazin-5-yl)-2-methoxy-N-(2,2,2-trifluoroethyl)benzamide C(C=C)(=O)NC1=CC(=C(C=C1)C1=NN2N=CN=C(C2=C1C1=CC(=C(C(=O)NCC(F)(F)F)C=C1)OC)N)C